C(C)(C)(C)OC(=O)N1C[C@H](CC1)NC1=NC(=CC=C1)Br tert-butyl-(3S)-3-[(6-bromopyridin-2-yl)amino]pyrrolidine-1-carboxylate